[Na+].S(=O)(=O)([O-])C(C(=O)[O-])CC(=O)[O-].[Na+].[Na+] Sulfosuccinic acid sodium salt